(S)-N-((S)-1-((R)-1-oxaspiro[3.3]heptan-3-yl)-4-(5-fluoro-2-methoxypyridin-4-yl)-1H-pyrazole-3-carbonyl)-4-azaspiro[2.5]octane-7-carboxamide O1C[C@H](C12CCC2)N2N=C(C(=C2)C2=CC(=NC=C2F)OC)C(=O)NC(=O)[C@H]2CCNC1(CC1)C2